COC1=C(C=C(C=C1)CC=O)C 2-(4-methoxy-3-methylphenyl)acetaldehyde